dimethyl 4'-fluoro-2,2'-dioxo-spiro[cyclohexane-5,3'-indoline]-1,5'-dicarboxylate FC1=C2C3(C(NC2=CC=C1C(=O)OC)=O)CCC(C(C3)C(=O)OC)=O